FC1=C(C(=C(C=C1C1=NN(C2=C1C=NC(=C2)NC2CCOCC2)C)C(F)(F)F)F)O 2,6-Difluoro-3-(1-methyl-6-((tetrahydro-2H-pyran-4-yl)amino)-1H-pyrazolo[4,3-c]pyridin-3-yl)-5-(trifluoromethyl)phenol